2,7-dibromo-9H-fluorene-9-one BrC1=CC=2C(C3=CC(=CC=C3C2C=C1)Br)=O